BrC1=CC(=C(OC2CCN(CC2)C(=O)OC(C)(C)C)C=C1)CN(C)C tert-butyl 4-(4-bromo-2-((dimethylamino)methyl)phenoxy)piperidine-1-carboxylate